ClC1=C(C=C(C=C1)NC=1C2=C(N=CN1)C=NC(=C2)OC2CN(C2)C(C=C)=O)C2=CN=CO2 1-(3-((4-((4-chloro-3-(oxazol-5-yl)phenyl)-amino)pyrido[3,4-d]-pyrimidin-6-yl)oxy)-azetidin-1-yl)prop-2-en-1-one